N-(4-(4-Amino-7-(1-isobutyrylpiperidin-4-yl)pyrrolo[2,1-f][1,2,4]triazin-5-yl)phenyl)-1-isopropyl-3-(1-methyl-1H-pyrazol-4-yl)-2,4-dioxo-1,2,3,4-tetrahydropyrimidine-5-carboxamide NC1=NC=NN2C1=C(C=C2C2CCN(CC2)C(C(C)C)=O)C2=CC=C(C=C2)NC(=O)C=2C(N(C(N(C2)C(C)C)=O)C=2C=NN(C2)C)=O